C1(=CC=CC=C1)C=1SC=C(N1)C=1SC(=NN1)S(=O)(=O)C 2-(2-phenylthiazol-4-yl)-5-(methylsulfonyl)-1,3,4-thiadiazole